FC1=CC(=C(C=C1C=1C=NC(=NC1)N1CCOCC1)NC(=O)C1=CNC(C=C1C(F)(F)F)=O)N1C[C@@H](CC1)N(C)CCOC |r| N-[4-fluoro-5-(2-morpholin-4-ylpyrimidin-5-yl)-2-[rac-(3R)-3-[2-methoxyethyl(methyl)amino]pyrrolidin-1-yl]phenyl]-6-oxo-4-(trifluoromethyl)-1H-pyridine-3-carboxamide